9-Methyl-3-pyridin-3-yl-3,9-diaza-bicyclo[3.3.1]nonane fumaric acid salt C(\C=C\C(=O)O)(=O)O.CN1C2CN(CC1CCC2)C=2C=NC=CC2